CC1=CC=CC(=N1)N1CC2C(C1)CC(C2)(O)C2=CC=CC=C2 2-(6-methylpyridin-2-yl)-5-phenyl-octahydrocyclopenta[c]pyrrol-5-ol